BrC1=CC(=C(CNC(C2=CC=C(C=C2)C(C)(C)C)=O)C=C1)C N-(4-bromo-2-methylbenzyl)-4-tert-butylbenzamide